ClC1=CC=C(C=C1)NC(NC(NCCCCCCNC(NC(NC1=CC=C(C=C1)Cl)=N)=N)=N)=N N,N'-bis(4-Chlorophenyl)-3,12-diimino-2,4,11,13-tetraazatetradecandiimidamide